O[C@@H]1C[C@H](N(C1)C([C@H](C(C)(C)C)NC(CCCCCCCCCC(=O)O)=O)=O)C(NCC1=CC=C(C=C1)C1=C(N=CS1)C)=O 11-(((S)-1-((2S,4R)-4-hydroxy-2-((4-(4-methylthiazol-5-yl)benzyl)carbamoyl)pyrrolidin-1-yl)-3,3-dimethyl-1-oxobutan-2-yl)amino)-11-oxoundecanoic acid